C(#N)C=1C=NC2=CC(=C(C=C2C1NC1=CC(=CC=C1)C#C)NC(C)=O)OCC 3-cyano-6-acetamido-7-ethoxy-4-(3-ethynylanilino)quinoline